2-chloro-4-(4-fluoropiperidin-1-yl)-5-((1-(tetrahydro-2H-pyran-4-yl)-1H-pyrazol-4-yl)ethynyl)pyridine ClC1=NC=C(C(=C1)N1CCC(CC1)F)C#CC=1C=NN(C1)C1CCOCC1